rel-2-((3R,4S)-4-(((6-(ethyl(2-fluoro-4-(trifluoromethyl)benzyl)amino)-5-fluoropyrimidin-4-yl)amino)methyl)-3,4-dihydroxypiperidin-1-yl)acetamide C(C)N(C1=C(C(=NC=N1)NC[C@@]1([C@@H](CN(CC1)CC(=O)N)O)O)F)CC1=C(C=C(C=C1)C(F)(F)F)F |o1:11,12|